1,1,1,3,3,3-hexafluoropropan-2-yl (S)-1-((2-(trifluoromethyl)pyridin-3-yl)carbamoyl)-6-azaspiro[2.5]octane-6-carboxylate FC(C1=NC=CC=C1NC(=O)[C@H]1CC12CCN(CC2)C(=O)OC(C(F)(F)F)C(F)(F)F)(F)F